(S)-3-METHYLPENT-4-ENAL C[C@@H](CC=O)C=C